C(C1=CC=CC=C1)N1N=C(N(C1=O)CC1=CC=CC=C1)CO 2,4-dibenzyl-5-(hydroxymethyl)-2,4-dihydro-3H-1,2,4-triazol-3-one